COC1=CC=C(C(=C1C#N)N1CCC(CC1)C1=NN=CN1C)C=1C=NC=CC1OC 6-methoxy-3-(4-methoxypyridin-3-yl)-2-[4-(4-methyl-4H-1,2,4-triazol-3-yl)piperidin-1-yl]benzonitrile